5-[2,6-difluoro-4-(2-isopropylsulfanyl-3-pyridyl)anilino]pentanoic acid FC1=C(NCCCCC(=O)O)C(=CC(=C1)C=1C(=NC=CC1)SC(C)C)F